3-bromo-6-methoxy-5-(2,4-difluorobenzenesulfonamido)pyridine Cyclobutyl-(5-(4-oxo-3,4-dihydrophthalazin-1-yl)-1H-benzimidazol-2-yl)carbamate C1(CCC1)N(C(O)=O)C1=NC2=C(N1)C=CC(=C2)C2=NNC(C1=CC=CC=C21)=O.BrC=2C=NC(=C(C2)NS(=O)(=O)C2=C(C=C(C=C2)F)F)OC